FC(C(=O)O)(F)F.FC(C1=CC=C(C=N1)OCC(=O)O)(F)F 2-((6-(Trifluoromethyl)pyridin-3-yl)oxy)acetic acid trifluoroacetic acid salt